[4-(2-Phenylethoxy)phenyl]tetrahydropyran-4-carboxylic acid C1(=CC=CC=C1)CCOC1=CC=C(C=C1)C1OCCC(C1)C(=O)O